i-hexyl-3-methylimidazolium bis(trifluoromethanesulfonyl)imide [N-](S(=O)(=O)C(F)(F)F)S(=O)(=O)C(F)(F)F.C(CCC(C)C)C=1NC=C[N+]1C